6-methyl-2-methylamino-4-acetoxy-1-acryloyloxynaphthalene CC=1C=C2C(=CC(=C(C2=CC1)OC(C=C)=O)NC)OC(C)=O